C1=CSC2=C1NC(=O)NC2=O thienopyrimidinedione